ClC=1N=C2C(=C(C(N(C2=CC1)C)=O)C#N)N1CCC(CC1)OC1=CC(=C(C=C1)OC(F)(F)F)Cl 6-chloro-4-(4-(3-chloro-4-(trifluoromethoxy)phenoxy)piperidin-1-yl)-1-methyl-2-oxo-1,2-dihydro-1,5-naphthyridine-3-carbonitrile